C(C)N(C=NC1=C(C=C(C(=C1)C)C1(COC1)OCC1=C(C=CC(=C1)F)C)F)C N-ethyl-N'-(2-fluoro-4-(3-((5-fluoro-2-methylbenzyl)oxy)oxetan-3-yl)-5-methylphenyl)-N-methylformimidamide